C1N(CCC2=CC=CC=C12)C[C@H](CNC(=O)N1C[C@@H](CCC1)N1C(CCC1)=O)O (R)-N-((S)-3-(3,4-dihydroisoquinolin-2(1H)-yl)-2-hydroxypropyl)-3-(2-oxopyrrolidin-1-yl)piperidine-1-carboxamide